3-{[2-(4-chlorophenyl)imidazo[1,2-a]pyridin-3-yl]methyl}-N-pentyl-3,8-diazabicyclo[3.2.1]octane-8-carboxamide ClC1=CC=C(C=C1)C=1N=C2N(C=CC=C2)C1CN1CC2CCC(C1)N2C(=O)NCCCCC